methyl-Tetraethylene Glycol CC(COCCOCCOCCO)O